2-amino-6-(difluoromethoxy)nicotinic acid NC1=C(C(=O)O)C=CC(=N1)OC(F)F